S(=O)(=O)(O)O.C1(=CC=CC=C1)OC=CC propenyl phenyl ether sulfate salt